(S)-5-methyl-7-(4-methyl-1H-pyrazol-1-yl)-3-(tritylamino)-2,3-dihydrobenzo[b][1,4]oxazepin-4(5H)-one CN1C2=C(OC[C@@H](C1=O)NC(C1=CC=CC=C1)(C1=CC=CC=C1)C1=CC=CC=C1)C=CC(=C2)N2N=CC(=C2)C